Biphenyl-4-yl-{4-(naphthalen-2-yl)-phenyl}-phenyl-amine C1(=CC=C(C=C1)N(C1=CC=CC=C1)C1=CC=C(C=C1)C1=CC2=CC=CC=C2C=C1)C1=CC=CC=C1